amino-2-(3,5-dichloro-4-((5-isopropyl-1-methyl-6-oxo-1,6-dihydropyridin-3-yl)oxy)phenyl)-1,2,4-triazine-3,5(2H,4H)-dione NN1C(N(N=CC1=O)C1=CC(=C(C(=C1)Cl)OC1=CN(C(C(=C1)C(C)C)=O)C)Cl)=O